(5R)-3,3-difluoro-5-(2-oxopyrrolidin-1-yl)piperidine-1-carboxylic acid 6-methylpyridin-3-yl ester CC1=CC=C(C=N1)OC(=O)N1CC(C[C@H](C1)N1C(CCC1)=O)(F)F